butylsulfanate C(CCC)S(=O)[O-]